[Br-].[Br-].C(C1=CC=C(C=C1)NC(=O)OCC[N+](CCCCCCCCCCCCCCCC)(C)C)C1=CC=C(C=C1)NC(=O)OCC[N+](CCCCCCCCCCCCCCCC)(C)C N,N'-(((((Methylenebis(4,1-phenylene))bis(azanediyl))bis(carbonyl))bis(oxy))bis(ethane-2,1-diyl))bis(N,N-dimethylhexadecane-1-aminium) dibromide